3,5-bis(trinitromethyl)-1,2,4-oxadiazole [N+](=O)([O-])C(C1=NOC(=N1)C([N+](=O)[O-])([N+](=O)[O-])[N+](=O)[O-])([N+](=O)[O-])[N+](=O)[O-]